ClCCN(C1=CC2=C(N(C(=N2)CCCC(=O)O)C)C=C1)CCCl 5-(bis(2-chloroethyl)amino)-1-methyl-2-benzimidazolebutanoic acid